C(C=C)(=O)OCC1C2C3CCCC3C(C1)C2 (Octahydro-4,7-methano-1H-inden-5-yl)methyl 2-propenoate